C(C)(C)(C)C=1C(=C(C=CC1)C=1NC=C(N1)CC)O 2-(3-t-butyl-2-hydroxyphenyl)-4(s)-ethylimidazole